O[C@H]1CN(C2(C1)COC(OC2)(C)C)C(=O)C2=CC=C(C=C2)C2=C(C=CC=C2)C (R)-(3-Hydroxy-8,8-dimethyl-7,9-dioxa-1-azaspiro[4.5]dec-1-yl)(2'-methyl-[1,1'-biphenyl]-4-yl)methanone